N'-[(1r,4r)-4-{2-[4-(2,3-dichlorophenyl)piperazin-1-yl]ethyl}cyclohexyl]-N-methyl-N-propylurea ClC1=C(C=CC=C1Cl)N1CCN(CC1)CCC1CCC(CC1)NC(N(CCC)C)=O